2-(4-hydroxybenzyl)cyclohexane-1,3-Dione OC1=CC=C(CC2C(CCCC2=O)=O)C=C1